C(C=C)(=O)OC1=CC=C(C=C1)C(C1=CC=CC=C1)=O 2-Propenoic Acid, 4-benzoylphenyl ester